C(C)(C)(C)OC(=O)N1[C@@H]([C@H]([C@@H](C1)N=[N+]=[N-])O)C(NC1=NC(=CC=C1)Br)=O.N1(CCCCCC1)CCC[Si](OCC)(OCC)C 3-hexamethyleneiminopropyl-methyl-diethoxysilane (2S,3R,4R)-tert-Butyl-4-azido-2-(6-bromopyridin-2-ylcarbamoyl)-3-hydroxypyrrolidine-1-carboxylate